2-(ethyl(2-ethyl-5-(2-(3-hydroxypyrrolidin-1-yl)pyrimidin-5-yl)-2H-pyrazolo[4,3-b]pyridin-3-yl)amino)-4-(4-fluorophenyl)thiazole-5-carbonitrile C(C)N(C=1SC(=C(N1)C1=CC=C(C=C1)F)C#N)C=1N(N=C2C1N=C(C=C2)C=2C=NC(=NC2)N2CC(CC2)O)CC